CN1CCN(CC1)C1=CC=C(C=N1)B(O)O 6-(4-methylpiperazin-1-yl)-3-pyridineboronic acid